1-ethyl-7,9-difluoro-8-(1H-indol-7-yl)-4,4-dimethyl-5H-[1,2,4]triazolo[4,3-a]quinoxaline C(C)C1=NN=C2N1C1=C(C(=C(C=C1NC2(C)C)F)C=2C=CC=C1C=CNC21)F